C1(=CC=CC=C1)P(CCCP(C1=CC=CC=C1)C1=CC=CC=C1)C1=CC=CC=C1 1,3-di(diphenyl-phosphino)propane